5-fluoro-2-methyl-N-(5-methyl-2-(5-(4,4,5,5-tetramethyl-1,3,2-dioxaborolan-2-yl)pyridin-2-yl)octahydrocyclopenta[c]pyrrol-5-yl)benzamide FC=1C=CC(=C(C(=O)NC2(CC3C(CN(C3)C3=NC=C(C=C3)B3OC(C(O3)(C)C)(C)C)C2)C)C1)C